ClC1=CC=C(C=C1)C=1OC(=C(N1)C(=O)NCCN(C)C)C1=C(C=CC=C1)[N+](=O)[O-] (4-chlorophenyl)-N-(2-(dimethylamino)ethyl)-5-(2-nitrophenyl)oxazole-4-carboxamide